(1R,2S,3R)-N-[7-chloro-6-[4-((3S,4S)-4-hydroxy-3-methyl-tetrahydrofuran-3-yl)piperazin-1-yl]-3-isoquinolyl]-2-methyl-3-(1-methylpyrazol-3-yl)cyclopropanecarboxamide ClC1=C(C=C2C=C(N=CC2=C1)NC(=O)[C@@H]1[C@H]([C@H]1C1=NN(C=C1)C)C)N1CCN(CC1)[C@]1(COC[C@H]1O)C